6-[3-[(2S)-2-[(tert-butoxycarbonyl)amino]-4-carbamoylbutoxy]-4-chlorophenyl]hexanoic acid C(C)(C)(C)OC(=O)N[C@H](COC=1C=C(C=CC1Cl)CCCCCC(=O)O)CCC(N)=O